N(=NC1(C(CCCC1)C)C(=O)[O-])C1(C(CCCC1)C)C(=O)[O-] 1,1'-azobis(methylcyclohexylcarboxylate)